4-(4-((1-(7-amino-2-(furan-2-yl)-[1,2,4]triazolo[1,5-a][1,3,5]triazin-5-yl)piperidin-3-yl)methyl)piperazin-1-yl)benzoic acid hydrochloride Cl.NC1=NC(=NC=2N1N=C(N2)C=2OC=CC2)N2CC(CCC2)CN2CCN(CC2)C2=CC=C(C(=O)O)C=C2